aluminum fluoride fluorine [F].[F-].[Al+3].[F-].[F-]